C(CCCCCCCCCCCCCCCCCC)OC[C@@H](OC(CCCCCCCCCCCCCCCCCCCCC)=O)COP(=O)([O-])OCC[N+](C)(C)C 1-nonadecyl-2-docosanoyl-sn-glycero-3-phosphocholine